Butyl 4-(7-hydroxy-2-oxo-4-propyl-2H-chromene-8-carbonyl)-3,4-dihydroquinoxaline-1-carboxylate OC1=CC=C2C(=CC(OC2=C1C(=O)N1CCN(C2=CC=CC=C12)C(=O)OCCCC)=O)CCC